2-methoxy-7-Azaspiro[3.5]nonane hydrochloride Cl.COC1CC2(C1)CCNCC2